C(C1=CC=CC=C1)NC=1C=C(C=C2C=C(NC12)C1=CC=CC=C1)C(=O)NC1=CC=CC=C1 7-(benzylamino)-N,2-diphenyl-1H-indole-5-carboxamide